FC1=C(C(=CC=C1)OC=1C=NC=CC1)CN1C[C@@H](N([C@@H](C1)C)C(C(C)C)=O)C(=O)NCC1=CC=C(C=C1)C1=NC=CC=N1 (2R,6R)-4-({2-fluoro-6-[(pyridin-3-yl)oxy]phenyl}methyl)-6-methyl-1-(2-methylpropanoyl)-N-{[4-(pyrimidin-2-yl)phenyl]methyl}piperazine-2-carboxamide